C(C)OC([C@@H](N)CC1=C(C=C(C=C1C)O)C)=O 2,6-dimethyl-tyrosine ethyl ester